(S)-7-(tert-butyl)-N-((R)-1-(4-(4-fluoro-5-hydroxypyridin-2-yl)phenyl)-3-(4-hydroxypiperidin-1-yl)propyl)-5,6,7,8-tetrahydrothiazolo[5,4-b]quinoline-2-carboxamide C(C)(C)(C)[C@@H]1CC=2C=C3C(=NC2CC1)SC(=N3)C(=O)N[C@H](CCN3CCC(CC3)O)C3=CC=C(C=C3)C3=NC=C(C(=C3)F)O